ClC=1C(N(C(=CC1OC([2H])([2H])C1=NC=C(C=C1F)F)C)C1=CC(=NC=C1C)N1C(C(=C(C=C1)F)C(C)(C)O)=O)=O rel-3-chloro-4-[(3,5-difluoropyridin-2-yl)(2H2)methoxy]-2'-[4-fluoro-3-(2-hydroxypropan-2-yl)-2-oxopyridin-1-yl]-5',6-dimethyl-[1,4'-bipyridin]-2-one